C1(=C(C=CC2=CC=CC=C12)OC1=CC=C(C=O)C=C1)C1=C(C=CC2=CC=CC=C12)OC1=CC=C(C=O)C=C1 4,4'-[[1,1'-binaphthalene]-2,2'-diylbis(oxy)]dibenzaldehyde